tert-butyl 4-(5-isopentyl-1H-pyrazol-3-yl)piperazine-1-carboxylate C(CC(C)C)C1=CC(=NN1)N1CCN(CC1)C(=O)OC(C)(C)C